C(=O)(OC(C)(C)C)N[C@@H]1CC[C@H](CC1)CCO Trans-1-(BOC-amino)-4-(2-hydroxyethyl)cyclohexane